FC=1C=C(C=CC1OC1=CC=NC2=CC(=C(C=C12)OC)NC(CCN1CCOCC1)=O)NC(=O)C1=C2C(=CN(C1=O)C1=CC=C(C=C1)F)CCO2 N-(3-fluoro-4-((6-methoxy-7-(3-morpholinopropanamido)quinolin-4-yl)oxy)phenyl)-5-(4-fluorophenyl)-6-oxo-2,3,5,6-tetrahydrofuro[3,2-c]pyridine-7-carboxamide